N-(((5S)-3-(3,5-difluoro-4-((1R,5S)-3-oxo-3-thia-8-azabicyclo[3.2.1]oct-8-yl)phenyl)-2-oxo-oxazolidin-5-yl)methyl)cyclobutanecarboxamide FC=1C=C(C=C(C1N1[C@H]2CS(C[C@@H]1CC2)=O)F)N2C(O[C@H](C2)CNC(=O)C2CCC2)=O